FC=1C=CC(=NC1)[C@H](CO)OC=1C=2N(C=C(C1)C=1C=NN(C1C)C1CCC(CC1)O)N=CC2C#N 4-((R)-1-(5-fluoropyridin-2-yl)-2-hydroxyethoxy)-6-(1-((1r,4R)-4-hydroxycyclohexyl)-5-methyl-1H-pyrazol-4-yl)pyrazolo[1,5-a]pyridine-3-carbonitrile